BrC1=C(C(=O)OC)C=C(C=C1OCCO[Si](C)(C)C(C)(C)C)NC(=O)OC(C)(C)C methyl 2-bromo-5-(tert-butoxycarbonylamino)-3-[2-[tert-butyl (dimethyl) silyl]oxyethoxy]benzoate